C1(CCCC1)NC1=CC(=C2C(NC(=NC2=C1)CSC1CCC(CC1)(F)CNC(OC(C)(C)C)=O)=O)F tert-butyl (((trans)-4-(((7-(cyclopentylamino)-5-fluoro-4-oxo-3,4-dihydroquinazolin-2-yl)methyl)thio)-1-fluorocyclohexyl)methyl)carbamate